2,3,5-Trifluorobenzeneboronic acid FC1=C(C=C(C=C1F)F)B(O)O